(S)-2-(1-((tert-butyldiphenylsilyl)oxy)propan-2-yl)-6-chloro-4-(1-methyl-1H-pyrazol-4-yl)-2H-pyrazolo[4,3-c]Pyridine [Si](C1=CC=CC=C1)(C1=CC=CC=C1)(C(C)(C)C)OC[C@H](C)N1N=C2C(C(=NC(=C2)Cl)C=2C=NN(C2)C)=C1